NC1=NC2=CC=C(C=C2C=C1C([2H])([2H])[2H])C(=O)N(CC1=NC=C(C=C1)C(F)(F)F)[C@H](C)C1=NC=CC=C1F (R)-2-amino-N-(1-(3-fluoropyridin-2-yl)ethyl)-3-(methyl-d3)-N-((5-(trifluoromethyl)pyridin-2-yl)methyl)quinoline-6-carboxamide